2,4-bis[(3-fluoro-4-hydroxyphenyl)methyl]-6-methylphenol FC=1C=C(C=CC1O)CC1=C(C(=CC(=C1)CC1=CC(=C(C=C1)O)F)C)O